5-chloro-4-(3-oxa-9-azabicyclo[3.3.1]nonan-9-yl)-2-(4-pyridinyl)-1H-pyrimidin-6-one ClC1=C(N=C(NC1=O)C1=CC=NC=C1)N1C2COCC1CCC2